ClCCCCCCOC(C=CC=CC=C)=O 2,4,6-heptatrienoic acid-6-chlorohexyl ester